1-(4-((4-Methyl-1H-pyrazol-2-yl)methyl)benzyl)-1H-pyrazole-4-carboxylic acid CC=1CN(NC1)CC1=CC=C(CN2N=CC(=C2)C(=O)O)C=C1